Cl.CC(CC=C)N pent-4-en-2-amine hydrochloride